tert-Butyl (8-(4-chlorobenzyl)-8-azabicyclo[3.2.1]octan-3-yl)carbamate ClC1=CC=C(CN2C3CC(CC2CC3)NC(OC(C)(C)C)=O)C=C1